4-[(2-Methyl-4,5-dihydro-2H-[1]benzoxepino[5,4-c]pyrazol-7-yl)amino]-2-(pyridin-2-ylamino)pyrimidine-5-carboxamide CN1N=C2C(=C1)CCOC1=C2C=CC=C1NC1=NC(=NC=C1C(=O)N)NC1=NC=CC=C1